OC1=C2C(=NC=C1)C=CO2 7-hydroxyfuro[3,2-b]pyridine